6,6-dimethyl-4-((4-nitrophenyl)amino)-6H-pyrimido[5,4-b][1,4]oxazin-7(8H)-one CC1(C(NC2=C(O1)C(=NC=N2)NC2=CC=C(C=C2)[N+](=O)[O-])=O)C